4-(2-morpholinoethyl)-3-((trifluoromethyl)sulfonyl)aniline O1CCN(CC1)CCC1=C(C=C(N)C=C1)S(=O)(=O)C(F)(F)F